FC(N1N=CC(=C1C)C1=NC(=CC=C1C(C)=O)N1C=NC2=C1C=CC(=C2)NC=2N=NC(=CC2)C)F 1-[2-[1-(difluoromethyl)-5-methyl-pyrazol-4-yl]-6-[5-[(6-methylpyridazin-3-yl)amino]benzimidazol-1-yl]-3-pyridyl]ethanone